(4-bromo-1-toluenesulfonyl-1H-indol-6-yl)methyl-4-methylbenzenesulfonate BrC1=C2C=CN(C2=CC(=C1)COS(=O)(=O)C1=CC=C(C=C1)C)S(=O)(=O)CC1=CC=CC=C1